5-(acetoxy)-4-(4'-chloro-4-cyclopropyl-2'-fluoro[1,1'-biphenyl]-3-yl)-3,6-dihydro-2,2,6,6-tetramethyl-2H-pyran-3-one C(C)(=O)OC1=C(C(C(OC1(C)C)(C)C)=O)C=1C=C(C=CC1C1CC1)C1=C(C=C(C=C1)Cl)F